CC=1C(=NC2=CC=CC=C2C1)C=1C=C2CN(C(C2=CC1)=O)C1C(NC(CC1)=O)=O 3-[5-(3-methylquinolin-2-yl)-1-oxo-2,3-dihydro-1H-isoindol-2-yl]piperidine-2,6-dione